1-((3s,4r)-4-(3,5-difluorophenyl)-1-(2-methoxyethyl)pyrrolidin-3-yl)-3-(3-(cis-3-hydroxycyclobutyl)-4-methyl-1-phenyl-1H-pyrazol-5-yl)urea FC=1C=C(C=C(C1)F)[C@H]1[C@@H](CN(C1)CCOC)NC(=O)NC1=C(C(=NN1C1=CC=CC=C1)[C@@H]1C[C@@H](C1)O)C